6-amino-2-[3,5-dichloro-4-[(6-hydroxy-5-phenylpyridazin-3-yl)oxy]phenyl]-4H-1,2,4-triazine-3,5-dione NC=1C(NC(N(N1)C1=CC(=C(C(=C1)Cl)OC=1N=NC(=C(C1)C1=CC=CC=C1)O)Cl)=O)=O